4-(3-isopropyl-2-(8-methoxy-[1,2,4]triazolo[1,5-a]pyridin-6-yl)-1H-indol-5-yl)-1-methylcyclohexylamine C(C)(C)C1=C(NC2=CC=C(C=C12)C1CCC(CC1)(C)N)C=1C=C(C=2N(C1)N=CN2)OC